BrC=1C=C(C=CC1)C(C(=O)OC)(CCCSC(C)(C)C=1C=NN(C1)COCC[Si](C)(C)C)C methyl 2-(3-bromophenyl)-2-methyl-5-((2-(1-((2-(trimethylsilyl)ethoxy)methyl)-1H-pyrazol-4-yl)propan-2-yl)thio)pentanoate